(4-fluorophenyl)(2-(trifluoromethyl)thiazol-4-yl)methanone FC1=CC=C(C=C1)C(=O)C=1N=C(SC1)C(F)(F)F